2-(((1-(3-((1-(4-chlorophenyl)-2-(6'-morpholinospiro[cyclopropane-1,3'-indolin]-1'-yl)-2-oxoethyl)amino)-5-methoxyphenyl)ethylidene)amino)oxy)-2-methylpropanoic acid ClC1=CC=C(C=C1)C(C(=O)N1CC2(C3=CC=C(C=C13)N1CCOCC1)CC2)NC=2C=C(C=C(C2)OC)C(C)=NOC(C(=O)O)(C)C